hafnium tetrapropoxide [O-]CCC.[O-]CCC.[O-]CCC.[O-]CCC.[Hf+4]